5-chloro-N-(3-(2-((1-ethylpiperidin-4-yl)amino)-5-fluoroquinazolin-6-yl)-2,4-difluorophenyl)-3-hydroxy-2,3-dihydrobenzofuran-7-sulfonamide ClC=1C=C(C2=C(C(CO2)O)C1)S(=O)(=O)NC1=C(C(=C(C=C1)F)C=1C(=C2C=NC(=NC2=CC1)NC1CCN(CC1)CC)F)F